8-(2-chloroacetyl)-4-((5-(3-chlorophenyl)furan-2-yl)methyl)-1-thia-4,8-diazaspiro[4.5]decan-3-one ClCC(=O)N1CCC2(N(C(CS2)=O)CC=2OC(=CC2)C2=CC(=CC=C2)Cl)CC1